4-Amino-1-(3-chloropyridin-2-yl)-7-(1,1-difluoroethyl)quinazolin-2(1H)-one NC1=NC(N(C2=CC(=CC=C12)C(C)(F)F)C1=NC=CC=C1Cl)=O